FC1(CC12CN(CC2)C2=NC=C(C=N2)C(=O)N2CCN(CC2)C=2OC=1C(=NC(=CC1)C)N2)F [2-(2,2-difluoro-5-azaspiro[2.4]heptan-5-yl)pyrimidin-5-yl]-[4-(5-methyloxazolo[4,5-b]pyridin-2-yl)piperazin-1-yl]methanone